O1C=CC2=C1C=CC(=C2)NS(=O)(=O)C2=C(C=CC=C2)NCC(=O)O ({2-[(1-benzofuran-5-yl)sulfamoyl]phenyl}amino)acetic acid